C(C)(C)(C)OC(=O)NC1CC(C1)C(=O)NC=1SC(=C(N1)C)C(=O)OC(C)(C)C tert-butyl 2-[[3-(tert-butoxycarbonylamino)-cyclobutanecarbonyl]amino]-4-methyl-thiazole-5-carboxylate